C(C)(C)C(CC)CCC(C#CC(CCCCC)O)(O)C(C)C 3,6-diisopropyl-tetradeca-7-yne-6,9-diol